6-Bromo-8-cyclopentyl-2-[5-(4-diethylamino-butylamino)-pyridin-2-ylamino]-8H-pyrido[2,3-d]pyrimidin-7-one BrC1=CC2=C(N=C(N=C2)NC2=NC=C(C=C2)NCCCCN(CC)CC)N(C1=O)C1CCCC1